2,2-DIMETHYL-3-[(3R,4S)-4-[[6-(TRIFLUOROMETHYL)-7H-PYRROLO[2,3-D]PYRIMIDIN-4-YL]AMINO]CHROMAN-3-YL]OXY-PROPANENITRILE CC(C#N)(CO[C@H]1COC2=CC=CC=C2[C@@H]1NC=1C2=C(N=CN1)NC(=C2)C(F)(F)F)C